racemic-dimethylsilane C[SiH2]C